Azetidine-3-yl-(4-(5-(trifluoromethyl)pyrimidin-2-yl)piperazine-1-yl)methanone N1CC(C1)C(=O)N1CCN(CC1)C1=NC=C(C=N1)C(F)(F)F